NC1=NNC2=CC=CC(=C12)C=1C=C2C=CC=C(C2=CC1)C(=O)NC=1C=NC=CC1 6-(3-amino-1H-indazol-4-yl)-N-(pyridin-3-yl)-1-naphthalenecarboxamide